cyclohexane-1,2-dicarboxylic acid dicyclohexyl ester C1(CCCCC1)OC(=O)C1C(CCCC1)C(=O)OC1CCCCC1